ClCC/C(=C(\C1=CC=CC=C1)/C1=CC=C(OCCN(C(CCCCNC2=C3CN(C(C3=CC=C2)=O)C2C(NC(CC2)=O)=O)=O)C)C=C1)/C1=CC=CC=C1 (Z)-N-(2-(4-(4-chloro-1,2-diphenyl-but-1-en-1-yl)phenoxy)ethyl)-5-((2-(2,6-dioxopiperidin-3-yl)-1-oxoisoindolin-4-yl)amino)-N-methylpentanamide